4-(4-chloro-2-(1-(2-(dimethylamino)ethyl)-1H-pyrazol-4-yl)phenyl)-4-hydroxy-2-methylenebutanenitrile ClC1=CC(=C(C=C1)C(CC(C#N)=C)O)C=1C=NN(C1)CCN(C)C